C(C)(C)(C)OC(=O)N1C(CC[C@@H]1[C@H](O)C1=C(C(=CC=C1)N)F)(C)C.BrCC1(CC1)S(=O)(=O)C1(CC1)CCO[Si](C(C)C)(C(C)C)C(C)C (2-(1-((1-(bromomethyl)cyclopropyl)sulfonyl)cyclopropyl)ethoxy)triisopropylsilane tert-butyl-(R)-5-((R)-(3-amino-2-fluorophenyl)(hydroxy)methyl)-2,2-dimethylpyrrolidine-1-carboxylate